NCC=1C=C(C=CC1)C=1C=C2C(=NN(C2=CC1)C(C)C)C(=O)NC1=C(C=CC=C1)CC(=O)O 2-(2-(5-(3-(aminomethyl)phenyl)-1-isopropyl-1H-indazole-3-carboxamido)phenyl)acetic acid